2-[1-(2-pyrimidin-2-yl-1,2,4-triazol-3-yl)ethylamino]ethyl benzoate C(C1=CC=CC=C1)(=O)OCCNC(C)C=1N(N=CN1)C1=NC=CC=N1